anthraquinonedisulfonate disodium salt [Na+].[Na+].C=1(C(=CC=C2C(C3=CC=CC=C3C(C12)=O)=O)S(=O)(=O)[O-])S(=O)(=O)[O-]